BrC=1C=CC(=NC1)C1CN2[C@H](CO1)CN(CC2)C(=O)OC(C)(C)C tert-butyl (9aS)-3-(5-bromo-2-pyridyl)-3,4,6,7,9,9a-hexahydro-1H-pyrazino[2,1-c][1,4]oxazine-8-carboxylate